1,3,5-tris(1-phenylvinyl)benzene C1(=CC=CC=C1)C(=C)C1=CC(=CC(=C1)C(=C)C1=CC=CC=C1)C(=C)C1=CC=CC=C1